2-((3-(3-chloro-4-fluoro-8,9-dihydropyrido[3',2':4,5]pyrrolo[1,2-a]pyrazin-7(6H)-yl)-3-oxopropoxy)methyl)azetidin ClC1=C(C=2C=C3N(CCN(C3)C(CCOCC3NCC3)=O)C2N=C1)F